N-(1-hydroxypropan-2-yl)-3-oxo-2-(pyridin-3-yl)-6-[4-(trifluoromethoxy)phenyl]-2,3-dihydropyridazine-4-carboxamide OCC(C)NC(=O)C=1C(N(N=C(C1)C1=CC=C(C=C1)OC(F)(F)F)C=1C=NC=CC1)=O